N-(2-(difluoromethoxy)-4-fluorophenyl)formamide FC(OC1=C(C=CC(=C1)F)NC=O)F